2-chloro-6-(6-fluoro-4-methoxy-2-pyridyl)-5-methyl-7,8-dihydro-5H-pyrido[4,3-d]pyrimidine ClC=1N=CC2=C(N1)CCN(C2C)C2=NC(=CC(=C2)OC)F